C(CC)C1=CC=C(C=C1)Br p-propyl-bromobenzene